4-[3,4,8,9-tetrakis(mercaptomethylthio)-11-mercapto-2,5,7,10-tetrathiaundecanyl]-5-mercaptomethylthio-1,3-dithiolane SCSC(SCC1SCSC1SCS)C(SCSC(C(SCS)SCS)SCS)SCS